(S)-3-((R)-1-oxo-1,3,5,5a,6,7,8,9-octahydro-2H-pyrazino[1',2':4,5][1,4]oxazino[2,3-e]isoindol-2-yl)piperidine-2,6-dione hydrochloride salt Cl.O=C1N(CC2=C3C(=CC=C12)N1[C@@H](CO3)CNCC1)[C@@H]1C(NC(CC1)=O)=O